2-(3-aminoazetidin-1-yl)-N-[(3R,5S)-5-methyl-1-[8-(trifluoromethyl)quinolin-5-yl]piperidin-3-yl]propanamide NC1CN(C1)C(C(=O)N[C@H]1CN(C[C@H](C1)C)C1=C2C=CC=NC2=C(C=C1)C(F)(F)F)C